ClC1=C(C=CC=C1F)C=1C(N(C(N(C1)CC(=O)N1CCC(CC1)N1C(NC2=C(CC1)C=C(C=C2)SC)=O)=O)C(C)C)=O 5-(2-Chloro-3-fluoro-phenyl)-3-isopropyl-1-{2-[4-(7-methylsulfanyl-2-oxo-1,2,4,5-tetrahydro-benzo[d][1,3]diazepin-3-yl)-piperidin-1-yl]-2-oxo-ethyl}-1H-pyrimidine-2,4-dione